S(=S)(=S)([O-])OS(=O)(=O)[O-] dithiodisulfate